2-methylbutylcyanide CC(CC#N)CC